C1(=C(C=CC=C1)NC(=S)NC1=C(C=CC=C1)C)C 1,3-di-o-tolyl-2-thiourea